N-(4-(4-(6-(1-oxa-6-azaspiro[3.3]heptan-6-yl)pyridin-2-yl)-1H-1,2,3-triazol-1-yl)-3-(6-azaspiro[2.5]octan-6-yl)phenyl)methanesulfonamide O1CCC12CN(C2)C2=CC=CC(=N2)C=2N=NN(C2)C2=C(C=C(C=C2)NS(=O)(=O)C)N2CCC1(CC1)CC2